2-(1-((3-(5-Methyl-4-oxo-7-propyl-4,5-dihydro-3H-pyrrolo[3,2-d]pyrimidin-2-yl)-4-propoxyphenyl)sulfonyl)piperidin-4-yl)ethylnitrat CN1C=C(C=2N=C(NC(C21)=O)C=2C=C(C=CC2OCCC)S(=O)(=O)N2CCC(CC2)CCO[N+](=O)[O-])CCC